Cl.CN(C1CCC(CC1)NC1=NC=2N(C(C(=NC2C=N1)C1=CC(=C(C=C1)NS(=O)(=O)CC(CC)(F)F)F)=O)C(C)C)C N-(4-(2-(((1r,4r)-4-(Dimethylamino)cyclohexyl)amino)-8-isopropyl-7-oxo-7,8-dihydropteridin-6-yl)-2-fluorophenyl)-2,2-difluorobutane-1-sulfonamide hydrochloride